C(C)(C)(C)OC(=O)N1C(=NC2=C1C=CC=C2)Cl 2-chloro-1H-benzo[d]imidazole-1-carboxylic acid tert-butyl ester